t-amyl peroxyisononanoate C(CCCCCC(C)C)(=O)OOC(C)(C)CC